bipyrimidine iodine salt [I].N1=C(N=CC=C1)C1=NC=CC=N1